4-(3-cyclopropyl-3-hydroxy-but-1-ynyl)-3-(5,5-dimethyl-4H-oxazol-2-yl)-2,6-dimethyl-1H-pyrrolo[2,3-c]pyridin-7-one C1(CC1)C(C#CC=1C2=C(C(N(C1)C)=O)NC(=C2C=2OC(CN2)(C)C)C)(C)O